4-(Azetidin-3-ylsulfonyl)-8-(5-chlorobenzofuran-2-yl)-3,4-dihydro-2H-pyrido[4,3-b][1,4]thiazine N1CC(C1)S(=O)(=O)N1C2=C(SCC1)C(=CN=C2)C=2OC1=C(C2)C=C(C=C1)Cl